N-heptylpentane-1,5-diamine C(CCCCCC)NCCCCCN